C1(CC1)CNC1=C2C(=NC=3C=C(C(=CC13)OC)OC=1C=NC=CC1)CCC2 N-(cyclopropylmethyl)-7-methoxy-6-(pyridin-3-yloxy)-1H,2H,3H-cyclopenta[b]quinolin-9-amine